O[C@H](C)C=1C(=NC=2CCCCC2C1)C(=O)N ((R)-1-hydroxyethyl)-5,6,7,8-tetrahydroquinoline-2-carboxamide